tris(5,5'-di-tert-butyl-2,2'-bipyridyl) phosphite P(O)(O)O.C(C)(C)(C)C=1C=CC(=NC1)C1=NC=C(C=C1)C(C)(C)C.C(C)(C)(C)C=1C=CC(=NC1)C1=NC=C(C=C1)C(C)(C)C.C(C)(C)(C)C=1C=CC(=NC1)C1=NC=C(C=C1)C(C)(C)C